B([O-])(F)F difluoro-Borate